N-(3-((4-((2-Amino-4-phenylthiazol-5-yl)oxy)pyridin-2-yl)amino)phenyl)cyclopropanesulfonamide NC=1SC(=C(N1)C1=CC=CC=C1)OC1=CC(=NC=C1)NC=1C=C(C=CC1)NS(=O)(=O)C1CC1